(3-(hydroxyimino)-1-phenylbutyl)(n-hexyl)phosphinic acid ON=C(CC(C1=CC=CC=C1)P(O)(=O)CCCCCC)C